(4-(3-(3-methoxyphenyl)cyclobutyl)pyridin-2-yl)methylamine COC=1C=C(C=CC1)C1CC(C1)C1=CC(=NC=C1)CN